5-(Benzo[b]thiophen-2-yl)-4-(piperidin-4-yl)-1H-pyrazol-1-ol hydrochloride Cl.S1C2=C(C=C1C1=C(C=NN1O)C1CCNCC1)C=CC=C2